4-amino-N-methyl-N-((4S)-7-(trifluoromethyl)-3,4-dihydro-1H-2-benzopyran-4-yl)-1,3-dihydrofuro[3,4-c][1,7]naphthyridine-8-carboxamide NC1=NC=2C=NC(=CC2C2=C1COC2)C(=O)N([C@@H]2COCC1=C2C=CC(=C1)C(F)(F)F)C